5-chloro-2-(difluoromethyl)-N-((1r,4r)-4-((1-(2-fluoro-5-methoxyphenyl)-2-oxo-1H-imidazo[4,5-b]pyridin-3(2H)-yl)methyl)cyclohexyl)nicotinamide ClC=1C=NC(=C(C(=O)NC2CCC(CC2)CN2C(N(C=3C2=NC=CC3)C3=C(C=CC(=C3)OC)F)=O)C1)C(F)F